4-(5-((1R,5S)-8-oxa-3-azabicyclo[3.2.1]oct-3-yl)pyrazolo[1,5-a]pyrimidin-7-yl)tetrahydro-2H-pyran-4-ol [C@H]12CN(C[C@H](CC1)O2)C2=NC=1N(C(=C2)C2(CCOCC2)O)N=CC1